3-fluoro-2-formylpyridine FC=1C(=NC=CC1)C=O